(4-methylpiperazin-1-yl)(m-tolyl)methanone CN1CCN(CC1)C(=O)C=1C=C(C=CC1)C